SCC1(C=CCCC1)CS 1,1-bis(mercaptomethyl)cyclohexaneN